CC1=CC=C(C=C1)C1=CC(=CC(=C1)C(NCC1=CC=C(C=C1)C)=O)/C=C/C(=O)OC Methyl (E)-3-(4'-methyl-5-((4-methylbenzyl)carbamoyl)-[1,1'-biphenyl]-3-yl)acrylate